dimethoxydiisopropoxysilane CO[Si](OC(C)C)(OC(C)C)OC